4-(3-(2,6-dioxopiperidin-3-yl)-5-fluoro-1-methyl-1H-indazol-6-yl)piperazin O=C1NC(CCC1C1=NN(C2=CC(=C(C=C12)F)N1CCNCC1)C)=O